3-(6-((6-(4-(4-(8-(3,5-difluoro-4-(morpholinomethyl)phenyl)quinoxalin-2-yl)-1H-pyrazol-1-yl)piperidin-1-yl)-6-oxohexyl)oxy)-1-oxoisoindolin-2-yl)piperidine-2,6-dione FC=1C=C(C=C(C1CN1CCOCC1)F)C=1C=CC=C2N=CC(=NC12)C=1C=NN(C1)C1CCN(CC1)C(CCCCCOC1=CC=C2CN(C(C2=C1)=O)C1C(NC(CC1)=O)=O)=O